FC(S(=O)(=O)NC1=C(C(=C(OC=2N=C(SC2C2=NC(=NC=C2)N[C@@H]2CN(C[C@H](C2)F)C(=O)OC(C)(C)C)C)C=C1)F)C)F tert-butyl (3S,5S)-3-[[4-[4-[4-(difluoromethylsulfonylamino)-2-fluoro-3-methyl-phenoxy]-2-methyl-thiazol-5-yl]pyrimidin-2-yl]amino]-5-fluoro-piperidine-1-carboxylate